butyl-(2-ethyl-hexyl)phosphonic acid C(CCC)OP(O)(=O)CC(CCCC)CC